(1s,3s)-3-(difluoromethyl)cyclobutyl (4-(tert-butyl)-3-(3,3-difluorocyclobutyl)-1-methyl-1H-pyrazol-5-yl)carbamate C(C)(C)(C)C=1C(=NN(C1NC(OC1CC(C1)C(F)F)=O)C)C1CC(C1)(F)F